CNP(=O)([O-])OP(=O)[O-] methylamino-diphosphonate